N-(5-amino-2-(difluoromethoxy)pyridin-4-yl)-3-((5-(pyridin-2-yl)pyrimidin-2-yl)amino)benzamide NC=1C(=CC(=NC1)OC(F)F)NC(C1=CC(=CC=C1)NC1=NC=C(C=N1)C1=NC=CC=C1)=O